4-Hydroxy-nonacosanoic acid OC(CCC(=O)O)CCCCCCCCCCCCCCCCCCCCCCCCC